C(NC(=O)C1=NC=C(C=C1)N1CCN(CC1)CC=1C=C2NC(C(=NC2=CC1)CCC)=O)([2H])([2H])[2H] N-(methyl-d3)-5-(4-((3-oxo-2-propyl-4H-quinoxalin-6-yl)methyl)piperazin-1-yl)pyridine-2-Formamide